1-((1R,2S,5S)-2-((6-chloro-1H-pyrazolo[3,4-d]pyrimidin-1-yl)methyl)-3-azabicyclo[3.1.0]hexan-3-yl)ethan-1-one ClC1=NC=C2C(=N1)N(N=C2)C[C@@H]2[C@@H]1C[C@@H]1CN2C(C)=O